BrC=1C=CC(=NC1)COC1=C(C=O)C=CC=C1 2-((5-bromopyridin-2-yl)methoxy)benzaldehyde